6-(2-hydroxy-ethyloxy)coumarin OCCOC=1C=C2C=CC(OC2=CC1)=O